1-[6-(1-Dimethylaminomethyl-2,2,2-trifluoro-ethoxy)-pyridin-2-ylmethyl]-3-spiro[3.3]hept-2-yl-urea CN(C)CC(C(F)(F)F)OC1=CC=CC(=N1)CNC(=O)NC1CC2(C1)CCC2